C12C3CNC4(CN3NC2CCNC1)CC4 4',7',8',12'-tetraazaspiro[cyclopropane-1,5'-tricyclo[7.4.0.02,7]tridecane]